CC1(C(NC(CC1)=O)=O)N1CC2=CC=C(C=C2C1=O)C1CCN(CC1)C(=O)OC(C)(C)C Tert-butyl 4-(2-(3-methyl-2,6-dioxopiperidin-3-yl)-3-oxoisoindolin-5-yl)piperidine-1-carboxylate